NC=1C(=C(C=C2C=C(N=CC12)NC(=O)[C@@H]1C([C@H]1C=1C=NN(C1)C)(C)C)C=1C=NC=C(C1C)N)F (1S,3S)-N-(8-amino-6-(5-amino-4-methylpyridin-3-yl)-7-fluoroisoquinolin-3-yl)-2,2-dimethyl-3-(1-methyl-1H-pyrazol-4-yl)cyclopropane-1-carboxamide